COC1=CC=C(C=C1)COC1=NC(=NC=C1CO)C [4-[(4-methoxyphenyl)methoxy]-2-methylpyrimidin-5-yl]methanol